COC(=O)C1CN(CCC1)C(C(C)OC1=CC=C2C(=CC(OC2=C1)=O)C1=C(C=CC=C1)Cl)=O 1-[2-[4-(2-chlorophenyl)-2-oxo-chromen-7-yl]oxypropionyl]piperidine-3-carboxylic acid methyl ester